[2-[[tert-butyl(dimethyl)silyl]oxymethyl]-4-[[4-[((trans)-4-cyanotetrahydropyran-3-yl)amino]-5-methyl-pyrimidin-2-yl]amino]-6-fluoro-phenyl]boronic acid [Si](C)(C)(C(C)(C)C)OCC1=C(C(=CC(=C1)NC1=NC=C(C(=N1)N[C@@H]1COCC[C@H]1C#N)C)F)B(O)O